C(C)(=O)C=1C=C(NC1)C(=O)NCC1=CC=C(C=C1)OC 4-acetyl-N-(4-methoxybenzyl)-1H-pyrrole-2-carboxamide